Cl.N=1SN=C2C1C=CC=C2CN benzo[c][1,2,5]thiadiazol-4-ylmethylamine hydrochloride